5-(diethoxymethyl)-1H-pyrazole-4-carboxylic acid ethyl ester C(C)OC(=O)C=1C=NNC1C(OCC)OCC